3,6-diazabicyclo[3.1.1]heptan-6-carboxylate C12CNCC(N1C(=O)[O-])C2